FC(C1(CC1)C1=CC=C(C=C1)NC(=O)N1[C@H](CCC1)C(=O)NC1=CC=C(C=C1)C=1C=CC(=NC1)C(=O)O)(F)F 5-(4-{[1-({4-[1-(trifluoromethyl)cyclopropyl]phenyl}carbamoyl)-D-prolyl]amino}phenyl)pyridine-2-carboxylic acid